2-AMINO-5-IODOBENZALDEHYDE NC1=C(C=O)C=C(C=C1)I